FC=1C=2N(C=C(C1)NC(=O)C1=CC=C(C=3C=C(OC31)C)N3CC1N(CC3)CCC1)C=C(N2)C N-[8-fluoro-2-methylimidazo[1,2-a]pyridin-6-yl]-4-[hexahydro-1H-pyrrolo[1,2-a]pyrazin-2-yl]-2-methyl-1-benzofuran-7-carboxamide